3-(2,6-Dimethoxy-4-(2-methyl-1-oxo-1,2-dihydro-2,7-naphthyridin-4-yl)phenyl)propanal COC1=C(C(=CC(=C1)C1=CN(C(C2=CN=CC=C12)=O)C)OC)CCC=O